6-(1-(2-cyclobutyl-2-azaspiro[3.3]heptan-6-yl)piperidin-4-yl)-2-(3,4-dimethoxyphenyl)-5,6,7,8-tetrahydroimidazo[1,2-a]pyridine C1(CCC1)N1CC2(C1)CC(C2)N2CCC(CC2)C2CCC=1N(C2)C=C(N1)C1=CC(=C(C=C1)OC)OC